FC(C1=C(C=CC(=C1)N)C1=C(C=C(N)C=C1)C(F)(F)F)(F)F 2,2'-bis(trifluoromethyl)-4,4'-benzidine